1-bromo-4-fluoro-3-iodo-2-methoxybenzene BrC1=C(C(=C(C=C1)F)I)OC